C(C)(C)(C)C=1C(=NN(C1NC(OC(C)C)=O)C)C1CC(C1)(F)F isopropyl (4-(tert-butyl)-3-(3,3-difluorocyclobutyl)-1-methyl-1H-pyrazol-5-yl)carbamate